5-(o-tolyl)-7-oxo-bicyclo[2.2.1]Hept-2-ene C1(=C(C=CC=C1)C1C2C=CC(C1)C2=O)C